ClC=1C(=NC(=NC1)NC1CCOCC1)C1=CC=C2CN(C(C2=C1)=O)CC(=O)NC(CO)C1=C(C=CC=C1)C 2-(6-{5-chloro-2-[(oxan-4-yl)amino]pyrimidin-4-yl}-1-oxo-2,3-dihydro-1H-isoindol-2-yl)-N-[2-hydroxy-1-(2-methylphenyl)ethyl]acetamide